C(C)(C)(C)OC(=O)N(C1=NC=2C=C(C=CC2C2=C1N=C(N2CC(C)(C)OC(=O)OC(C)(C)C)COCC)CC=2C=C(C(=O)O)C=CC2)C(=O)OC(C)(C)C 3-((4-(bis(tert-butoxycarbonyl)amino)-1-(2-((tert-butoxycarbonyl)oxy)-2-methylpropyl)-2-(ethoxymethyl)-1H-imidazo[4,5-c]quinolin-7-yl)methyl)benzoic acid